C(C1=CC=CC=C1)C1N(CCC1)C1=NC(=NC=C1)C1=CN=C2N1C=C(N=C2)C(F)(F)F 3-(4-(2-Benzylpyrrolidin-1-yl)pyrimidin-2-yl)-6-(trifluoromethyl)imidazo[1,2-a]pyrazine